C(#N)C1=CN(C2=CC=C(C=C12)N1N=CC=C1)C(C)C 1-(3-CYANO-1-ISOPROPYL-INDOL-5-YL)PYRAZOLE